2-(6-azaspiro[2.5]octan-6-yl)-4-iodobenzoic acid C1CC12CCN(CC2)C2=C(C(=O)O)C=CC(=C2)I